2,2'-methylene-bis-(4-methyl-6-tertiary butylphenol) C(C1=C(C(=CC(=C1)C)C(C)(C)C)O)C1=C(C(=CC(=C1)C)C(C)(C)C)O